2-(6-{5-chloro-2-[(oxacyclohex-4-yl)amino]pyrimidin-4-yl}-1-oxo-2,3-dihydro-1H-isoindol-2-yl)-N-(2-cyclopropylpropan-2-yl)acetamide ClC=1C(=NC(=NC1)NC1CCOCC1)C1=CC=C2CN(C(C2=C1)=O)CC(=O)NC(C)(C)C1CC1